6-chloro-2-(methoxycarbonyl)nicotinic acid ClC1=NC(=C(C(=O)O)C=C1)C(=O)OC